FC(C1CCN(CC1)C(=O)OC(C)(C)C)(F)F tert-butyl 4-(trifluoromethyl)piperidine-1-carboxylate